C(C)(C)(C)NC([C@@H](C)N(C)C=1C2=C(N=C(N1)C1=NC=CC(=C1)OCCN(C)C)CCC2)=O (2R)-N-tert-butyl-2-[(2-{4-[2-(dimethylamino)ethoxy]pyridin-2-yl}-5H,6H,7H-cyclopenta[d]pyrimidin-4-yl)(methyl)amino]propanamide